Ethyl 1-[4-[tert-butyl(dimethyl)silyl]oxycyclohexyl]-5-methyl-triazole-4-carboxylate [Si](C)(C)(C(C)(C)C)OC1CCC(CC1)N1N=NC(=C1C)C(=O)OCC